trans-4-((5-(8-fluoroimidazo[1,2-a]pyridin-6-yl)-4-methoxy-7H-pyrrolo[2,3-d]pyrimidin-2-yl)amino)-1-methylcyclohexan-1-ol FC=1C=2N(C=C(C1)C1=CNC=3N=C(N=C(C31)OC)NC3CCC(CC3)(O)C)C=CN2